(S)-3-fluoro-7,7a,8,9,10,11-hexahydro-6H-dipyrido[2,1-d:2',3'-f][1,2,5]thiadiazepine 5,5-dioxide FC1=CC2=C(N3[C@H](CNS2(=O)=O)CCCC3)N=C1